monocarbamide dihydrogensulfate C(=O)(N)N.OS(=O)(=O)O